m-aminotrifluoromethoxybenzene C1=CC=C(C(=C1)OC(F)(F)F)Br